O1C=2C(OCC1COCCC(C)S(=O)(=O)O)=CSC2 4-(2,3-dihydrothieno[3,4-b][1,4]dioxin-2-ylmethoxy)-2-butanesulfonic acid